FCCC1CN(CCN1C)C1CC(C1)C(=O)N 3-[3-(2-fluoroethyl)-4-methylpiperazin-1-yl]cyclobutane-1-carboxamide